C(C1=CC=CC=C1)N1C(CCC2=CC=CC=C12)=O 1-benzyl-2-oxo-1,2,3,4-tetrahydroquinoline